p-nitrophenyl-pyruvic acid, amide [N+](=O)([O-])C1=CC=C(C=C1)CC(C(=O)N)=O